(S)-N-((R)-5-chloro-1-((3,3-difluorocyclobutyl)carbamoyl)-2,3-dihydro-1H-inden-1-yl)-1-(4-cyanopyridin-2-yl)-N-(3-fluorophenyl)-5-oxopyrrolidine-2-carboxamide ClC=1C=C2CC[C@@](C2=CC1)(C(NC1CC(C1)(F)F)=O)N(C(=O)[C@H]1N(C(CC1)=O)C1=NC=CC(=C1)C#N)C1=CC(=CC=C1)F